4-(6-bromo-3-cyano-2-oxo-1-(prop-2-yn-1-yl)-1,2-dihydro-1,5-naphthyridin-4-yl)piperazine-1-carboxylic acid tert-butyl ester C(C)(C)(C)OC(=O)N1CCN(CC1)C1=C(C(N(C2=CC=C(N=C12)Br)CC#C)=O)C#N